C(C)[C@H]1N(CCN(C1)C1=C2C(=NC=C1)N(CC2)C(NC=2C(=CC=1N(C2)C=C(N1)C)F)=O)C(=O)OC(C)(C)C tert-butyl (R)-2-ethyl-4-(1-((7-fluoro-2-methylimidazo[1,2-a]pyridin-6-yl)carbamoyl)-2,3-dihydro-1H-pyrrolo[2,3-b]pyridin-4-yl)piperazine-1-carboxylate